FC=1C=C2C3=C(NC2=C(C1)NC)N=CC(=C3N3C[C@@H]1[C@H](CC3)CCN1C)C=1C=C3C(C(=CN(C3=NC1)NC)C(=O)O)=O 6-[6-fluoro-4-(cis-1-methyl-3,3a,4,5,7,7a-hexahydro-2H-pyrrolo[2,3-c]pyridin-6-yl)-8-(methylamino)-9H-pyrido[2,3-b]indol-3-yl]-1-(methylamino)-4-oxo-1,8-naphthyridine-3-carboxylic acid